ClC1=C(C=CC=C1)[C@H]([C@H](C)C=1N(C(C(=C(N1)C(=O)NC=1C=NOC1)O)=O)C)N1C=NC(=C1)C 2-((1S,2S)-1-(2-chlorophenyl)-1-(4-methyl-1H-imidazol-1-yl)propan-2-yl)-5-hydroxy-N-(isoxazol-4-yl)-1-methyl-6-oxo-1,6-dihydropyrimidine-4-carboxamide